(1-(5-(5-(2-methoxyethoxy)-4H-1,2,4-triazol-3-yl)-2,4-dimethylbenzoyl)piperidin-4-yl)benzonitrile COCCOC=1NC(=NN1)C=1C(=CC(=C(C(=O)N2CCC(CC2)C2=C(C#N)C=CC=C2)C1)C)C